(R)-1-(6-fluoro-2-methylpyridin-3-yl)ethyl (1-methyl-4-(6-methyl-5-(methyl-sulfonamido)pyridin-2-yl)-1H-1,2,3-triazol-5-yl)carbamate CN1N=NC(=C1NC(O[C@H](C)C=1C(=NC(=CC1)F)C)=O)C1=NC(=C(C=C1)NS(=O)(=O)C)C